N-(4-((2-amino-3-(3-hydroxyprop-1-yn-1-yl)pyridin-4-yl)oxy)-3-fluorophenyl)-1-(3-Fluoropyridin-2-yl)-5-(trifluoromethyl)-1H-pyrazole-4-carboxamide NC1=NC=CC(=C1C#CCO)OC1=C(C=C(C=C1)NC(=O)C=1C=NN(C1C(F)(F)F)C1=NC=CC=C1F)F